3-(5-fluoro-2-oxospiro[indoline-3,4'-piperidin]-1-yl)piperidine-2,6-dione FC=1C=C2C(=CC1)N(C(C21CCNCC1)=O)C1C(NC(CC1)=O)=O